1-(5-(2,4-difluorophenyl)-1-((3-fluorophenyl)sulfonyl)-4-methoxy-1H-pyrrol-3-yl)-N-methyl-methylamine FC1=C(C=CC(=C1)F)C1=C(C(=CN1S(=O)(=O)C1=CC(=CC=C1)F)CNC)OC